5-(3-((2-Ethyl-4-oxo-5,6,7,8-tetrahydroquinazolin-3(4H)-yl)methyl)isoxazol-5-yl)-2-fluoro-3-hydroxybenzonitrile C(C)C1=NC=2CCCCC2C(N1CC1=NOC(=C1)C=1C=C(C(=C(C#N)C1)F)O)=O